Cl.ClC1=NC=2CC(NCC2C=C1)C(=O)O 2-chloro-5,6,7,8-tetrahydro-1,6-naphthyridine-7-carboxylic acid hydrochloride